CN(C)\C=N\C(=O)C1(CC=C(C=C1)C1=CC=CC=C1)C=1C(=NN(N1)COCC[Si](C)(C)C)C(=O)OCC ethyl (E)-5-(4-(((dimethylamino)methylene)carbamoyl)-[1,1-biphenyl]-4-yl)-2-((2-(trimethylsilyl)ethoxy)methyl)-2H-1,2,3-triazole-4-carboxylate